5-[[(1R)-1-[3-(1,1-difluoro-2-hydroxy-ethyl)-2,5-dimethyl-phenyl]ethyl]amino]-1,3,8-trimethyl-imidazo[4,5-g]phthalazin-2-one FC(CO)(F)C=1C(=C(C=C(C1)C)[C@@H](C)NC1=NN=C(C=2C=C3C(=CC12)N(C(N3C)=O)C)C)C